N-{5-bromopentyl}phthalimide BrCCCCCN1C(C=2C(C1=O)=CC=CC2)=O